[Cl-].C(#N)C=1C=CC(=NC1)OC1=CC=C(C=C1)C1CC[NH2+]CC1 4-(4-((5-cyanopyridin-2-yl)oxy)phenyl)piperidin-1-ium chloride